4-chloro-2-cyclopropylthiazole-5-carbonitrile ClC=1N=C(SC1C#N)C1CC1